N1(CCCCC1)C(=O)C1=CC=C(C=C1)C1=NC2=CC=C3C(=C2C=2CCCCC12)C=NN3 Piperidin-1-yl-(4-(8,9,10,11-tetrahydro-3H-pyrazolo[4,3-a]phenanthridin-7-yl)phenyl)methanone